ClC=1C(=C(C=C(C1)OCOC)C1=C(C=2N=C(N=C(C2C=N1)N1CC2CCC(C1)N2C(=O)OC(C)(C)C)S(=O)(=O)C)F)C(F)(F)F tert-butyl 3-[7-[3-chloro-5-(methoxymethoxy)-2-(trifluoromethyl)phenyl]-8-fluoro-2-methylsulfonyl-pyrido[4,3-d]pyrimidin-4-yl]-3,8-diazabicyclo[3.2.1]octane-8-carboxylate